S1C(=CC2=C1C=CC=C2)NC(=O)C21CC3CC(CC(C2)C3)C1 N-(1-benzothien-2-yl)adamantane-1-carboxamide